[5-(dihydroxyboryl)-2-fluoro-4-methoxyphenyl]carbamic acid tert-butyl ester C(C)(C)(C)OC(NC1=C(C=C(C(=C1)B(O)O)OC)F)=O